2-(2,6-dioxopiperidin-3-yl)-4-((4-(piperazin-1-yl)butyl)amino)isoindolin O=C1NC(CCC1N1CC2=CC=CC(=C2C1)NCCCCN1CCNCC1)=O